C(CO)N(CCO)C(CO)(CO)CO [bis(2-hydroxyethyl)imino]-tris(hydroxymethyl)methane